methyl (2s)-2,4-dimethyl-4-nitro-pentanoate C[C@H](C(=O)OC)CC(C)([N+](=O)[O-])C